C(C)N1C(=O)C(=O)C2=CC=CC=C12 N-ethylisatin